Carbazoyl-Thiophene C(NN)(=O)C=1SC=CC1